C(C)(C)(C)C1=C(C=C2C(=N1)C(=C(N2C(=O)OCCOCCOCCI)Br)C)C=2C=NC(=CC2)N2CCN(CC2)C(=O)OC(C)(C)C 2-(2-(2-iodoethoxy)ethoxy)ethane-1-ol tert-butyl-2-bromo-6-[6-(4-tert-butoxycarbonylpiperazin-1-yl)-3-pyridyl]-3-methyl-pyrrolo[3,2-b]pyridine-1-carboxylate